2-bromo(benzo[d][1,3]dioxol-5-yl)ethan-1-one tert-butyl-(3S)-3-[4-(4-chloro-2-fluoro-5-methoxy-anilino)pyrido[3,2-d]pyrimidin-6-yl]oxypyrrolidine-1-carboxylate C(C)(C)(C)OC(=O)N1C[C@H](CC1)OC=1C=CC=2N=CN=C(C2N1)NC1=C(C=C(C(=C1)OC)Cl)F.BrCC(=O)C1=CC2=C(OCO2)C=C1